1-(6-((2,6-dichloro-1-(1-propyl-1H-pyrazol-4-yl)-7-fluoro-1H-indol-3-yl)thio)pyridine-2-yl)cyclopropanecarboxylic acid ClC=1N(C2=C(C(=CC=C2C1SC1=CC=CC(=N1)C1(CC1)C(=O)O)Cl)F)C=1C=NN(C1)CCC